11-chloro-3,5-difluoro-10-hydroxy-19-oxa-8lambda6-thia-7,15-diazatetracyclo[18.3.1.12,6.19,13]hexacosa-1(23),2(26),3,5,9(25),10,12,20(24),21-nonaene-8,8,14-trione ClC1=C(C=2S(NC3=C(C=C(C(C4=CC=CC(OCCCNC(C(=C1)C2)=O)=C4)=C3)F)F)(=O)=O)O